[Cl-].[Cl-].C1(=CC=CC=C1)P([C-]1C=CC=C1)C1=CC=CC=C1.[C-]1(C=CC=C1)P(C1=CC=CC=C1)C1=CC=CC=C1.[Fe+2] 1,1'-bisdiphenylphosphinoferrocene dichloride